5-chloro-N-{[(4R)-4-cyclopropyl-2,5-dioxoimidazolidin-4-yl]methyl}-6-fluoro-4'-(trifluoromethyl)[1,1'-biphenyl]-2-carboxamide ClC1=CC=C(C(=C1F)C1=CC=C(C=C1)C(F)(F)F)C(=O)NC[C@]1(NC(NC1=O)=O)C1CC1